FC1=C(C=CCN1[C@H]1[C@H](C1)F)N1CCN(CC1)CC=1C(=C2NC(C(=NC2=CC1)C)=O)F 6-Fluoro-5-(4-((5-fluoro-2-methyl-3-oxo-3,4-dihydroquinoxalin-6-yl)methyl)piperazin-1-yl)-N-((1R,2S)-2-fluorocyclopropyl)pyridine